4-[(3-chloro-4-fluorophenyl)amino]-6-({4-[N-(2-methoxy-ethyl)-N-methyl-amino]-1-oxo-2-buten-1-yl}amino)-7-cyclopentyloxy-quinazoline ClC=1C=C(C=CC1F)NC1=NC=NC2=CC(=C(C=C12)NC(C=CCN(C)CCOC)=O)OC1CCCC1